N-(5-Bromo-2-(2-(1-methylpiperidin-2-yl)ethoxy)pyridin-3-yl)cyclopropanesulfonamide BrC=1C=C(C(=NC1)OCCC1N(CCCC1)C)NS(=O)(=O)C1CC1